(2'S)-2'-{(2R)-3-[(4-methoxyphenyl)methoxy]-2-methylpropyl}-2',3'-dihydrospiro[cyclohexane-1,1'-inden]-4-one COC1=CC=C(C=C1)COC[C@@H](C[C@@H]1C2(C3=CC=CC=C3C1)CCC(CC2)=O)C